(S)-5-((5-([1,2,4]triazolo[1,5-a]pyridin-7-yl)-7H-pyrrolo[2,3-d]pyrimidin-2-yl)amino)-1-methylpiperidin-2-one N=1C=NN2C1C=C(C=C2)C2=CNC=1N=C(N=CC12)N[C@H]1CCC(N(C1)C)=O